6-(aminomethyl)pyridazin-3-amine NCC1=CC=C(N=N1)N